BrC1=CC=C(C=C1)NC(=O)C1=CC=C(C=C1)C1=CC=C(C=C1)C(=O)N(C)OC N4'-(4-bromophenyl)-N4-methoxy-N4-methyl-[1,1'-biphenyl]-4,4'-dicarboxamide